BrCCCCCOC=1C=C(C=O)C=CC1OCCCCCBr 3,4-di(5'-bromopentyloxy)benzaldehyde